4-(2-chloroethyl)benzenesulfonic acid ClCCC1=CC=C(C=C1)S(=O)(=O)O